C(#N)C=1C=C2C(=NC1)N(C=C2)C2=CC(=C(C=N2)C(=O)NC2CCC(CC2)C=O)NC(C)C 6-(5-cyanopyrrolo[2,3-b]pyridin-1-yl)-N-(4-formylcyclohexyl)-4-(isopropylamino)pyridine-3-carboxamide